FC1(CN(C1)C1=C2C(=NC(=C1)N1[C@@H](COCC1)C)C(=NS2)C2=CC(=NN2)C)F (R)-4-(7-(3,3-difluoroazetidin-1-yl)-3-(3-methyl-1H-pyrazol-5-yl)isothiazolo[4,5-b]pyridin-5-yl)-3-methylmorpholine